CC(C(=O)O[C@H]1O[C@H]([C@]([C@@H]1O)(C)F)N1C2=NC(=NC(=C2N=C1)NC)NC(CC1=CC=CC=C1)=O)C ((2r,3r,4r,5r)-4-fluoro-3-hydroxy-4-methyl-5-(6-(methylamino)-2-(2-phenylacetamido)-9H-purin-9-yl) tetrahydrofurane-2-yl) methylpropionate